BrC1=C(C=CC(=C1)F)O 2-bromo-4-fluoro-phenol